Cl.COC(=O)[C@@H]1[C@H]2C([C@H]2CN1)(C)C (1R,2S,5S)-6,6-dimethyl-3-azabicyclo-[3.1.0]hexane-2-carboxylic acid methyl ester hydrochloride salt